3-ethyl-4-(pyridazin-3-ylmethyl)piperazine-1-carboxylic acid tert-butyl ester C(C)(C)(C)OC(=O)N1CC(N(CC1)CC=1N=NC=CC1)CC